O=[14CH][C@H](O)[C@@H](O)[C@H](O)CO [14C]xylose